nonanoyl-N-methylglucamine CCCCCCCCC(=O)N(C)C[C@@H]([C@H]([C@@H]([C@@H](CO)O)O)O)O